OCC[C@H]1[C@H]2[C@H](C(=C(N2C1=O)C(=O)[O-])C1=CC=C(C=C1)N)C (4S,5R,6S)-6-[(1'R)-hydroxy-ethyl]-4-methyl-7-oxo-3-(4-aminophenyl)-1-aza-bicyclo[3.2.0]hept-2-ene-2-carboxylate